1-hydroxy-4-isobutyramido-2,2,6,6-tetramethylpiperidine ON1C(CC(CC1(C)C)NC(C(C)C)=O)(C)C